OC1=C(C=C(C=C1)F)C(=CC1=CC=NC=C1)C1=CC=C(C=C1)F 4-(2-(2-hydroxy-5-fluorophenyl)-2-(4-fluorophenyl)vinyl)pyridine